4-bromo-5-chloro-6-methyl-1-(tetrahydro-2H-pyran-2-yl)-1H-indazole BrC1=C2C=NN(C2=CC(=C1Cl)C)C1OCCCC1